C1(=CC=C(C=C1)C1=CC2=CC=C(C=C2C=C1)S(=O)(=O)O)C 2-(p-tolyl)-6-naphthalenesulfonic acid